NC=1C=C(C=NC1)OC1=CC=C(C=C1)OC=1C=NC=C(C1)N p-bis(5-amino-3-pyridyloxy)benzene